C(C1=CC=CC=C1)O[C@@H]1CN(CC1)CC1=C(C=C(C=C1)N=C=S)C(F)(F)F (S)-3-(benzyloxy)-1-(4-isothiocyanato-2-(trifluoromethyl)benzyl)pyrrolidine